ClC1=CC(=C(COC2=CC=CC(=N2)C2CCN(CC2)CC2=NC3=C(N2)C(=C(C=C3)C(=O)O)OC(F)F)C=C1)F 2-((4-(6-((4-Chloro-2-fluorobenzyl)oxy)pyridin-2-yl)piperidin-1-yl)methyl)-7-(difluoromethoxy)-1H-benzo[d]imidazole-6-carboxylic acid